N'-Hydroxy-5-((3-(4-(trifluoromethoxy)phenyl)-1,2,4-oxadiazol-5-yl)amino)pyrazine-2-carboximidamide ON=C(N)C1=NC=C(N=C1)NC1=NC(=NO1)C1=CC=C(C=C1)OC(F)(F)F